CC1=NOC(=C1CNC1=NC=CC(=N1)C1=CC=CC=C1)C1=CC=C(C=N1)OC1CCCC1 trans-3-((6-(3-Methyl-4-(((4-phenylpyrimidin-2-yl)amino)methyl)isoxazol-5-yl)pyridin-3-yl)oxy)cyclopentan